C(C)OC(=O)C=1C(=NN2C1C=CC=C2)OC(=O)OC(C)(C)C 2-((tert-butyloxycarbonyl)oxy)pyrazolo[1,5-a]pyridine-3-carboxylic acid ethyl ester